CP(=O)(C)C1=C(C=CC=C1)NC1=NC(=NC=C1C(F)(F)F)NC1=C(C=C(C(=O)NOCC(C)C)C=C1)OC 4-((4-((2-(dimethylphosphoryl)phenyl)amino)-5-(trifluoromethyl)pyrimidin-2-yl)amino)-N-isobutoxy-3-methoxybenzamide